FC1=CC(=CC2=C1N=C(S2)C2CCNCC2)C2=CC1=C(N=C(O1)C)C=C2 6-[4-Fluoro-2-(piperidin-4-yl)-1,3-benzothiazol-6-yl]-2-methyl-1,3-benzoxazol